6-bromo-2-methyl-3H-imidazo[4,5-C]pyridine BrC1=CC2=C(C=N1)NC(=N2)C